NC1=CC=C(C=C1)C1=CN=C(N1)C1N(CCCC1)C(C(C)SC)=O 1-(2-(5-(4-Aminophenyl)-1H-imidazol-2-yl)piperidin-1-yl)-2-(methylsulfanyl)propan-1-one